O([C@@H]1[C@H](O)[C@@H](O)[C@H](O)[C@H](O1)CO)C1[C@H](O)[C@@H](O)[C@@H](O)[C@H](O1)CO D-galactopyranosyl-(1-6) α-D-glucopyranoside